(E)-6-(4-ethoxyphenyl)-N'-((2-methylcyclohept-1-en-1-yl)methylene)pyrazine-2-carbohydrazide C(C)OC1=CC=C(C=C1)C1=CN=CC(=N1)C(=O)N/N=C/C1=C(CCCCC1)C